OC(C)(C)C=1C=C(OC1C)[S@](=O)(N)=NC(NC1=C2C(CCC2=CC=2CCCC12)C)=O (S)-4-(2-hydroxypropan-2-yl)-5-methyl-N'-((3-methyl-1,2,3,5,6,7-hexahydro-s-indacen-4-yl)carbamoyl)furan-2-sulfonimidamide